C(C=C)(=O)N1C[C@@H](N(CC1)C1=NC(N2C3=C(C(=C(C=C13)Cl)C1=C(C=CC(=C1)Cl)Cl)SCC2)=O)C 7-((S)-4-acryloyl-2-methylpiperazin-1-yl)-9-chloro-10-(2,5-dichlorophenyl)-2,3-dihydro-5H-[1,4]thiazino[2,3,4-ij]quinazolin-5-one